((1s,4s)-4-(((tert-butyldimethylsilyl)oxy)methyl)-cyclohexyl)methyl 4-methylbenzenesulfonate CC1=CC=C(C=C1)S(=O)(=O)OCC1CCC(CC1)CO[Si](C)(C)C(C)(C)C